(R)-(1-(3-(4-cyanophenyl)-2-oxo-1,2-dihydroquinoxalin-6-yl)pyrrolidin-3-yl)carbamic acid tert-butyl ester C(C)(C)(C)OC(N[C@H]1CN(CC1)C=1C=C2N=C(C(NC2=CC1)=O)C1=CC=C(C=C1)C#N)=O